FC1(CN(CC1)C1=CC=C2C(=N1)OC(C=C2C2=C(C=CC=C2)C)=O)F 7-(3,3-difluoropyrrolidin-1-yl)-4-(o-tolyl)-2H-pyrano[2,3-b]pyridin-2-one